C(C)(=O)OC1=C(C=CC(=C1)CC)\N=N\C1=CC=C(C=C1)S(=O)(=O)[O-] 4-[(E)-(2-acetoxy-4-ethyl-phenyl)azo]benzenesulfonate